perfluoro-2-ethyltetrahydrofuran FC1(OC(C(C1(F)F)(F)F)(F)F)C(C(F)(F)F)(F)F